n-butyl-5-(trifluoromethyl)-7H-pyrrolo[2,3-D]pyrimidin-4-amine C(CCC)C=1N=C(C2=C(N1)NC=C2C(F)(F)F)N